4-((4-(ethanesulfonyl)benzyl)carbamoyl)benzoic acid C(C)S(=O)(=O)C1=CC=C(CNC(=O)C2=CC=C(C(=O)O)C=C2)C=C1